CC1=C(C=C(C#N)C=C1)S(=O)(=O)N1CCC2(C[C@@H](CO2)N2CCOCC2)CC1.[Cl].[He] helium chlorine (S)-4-methyl-3-((3-morpholino-1-oxa-8-azaspiro[4.5]decan-8-yl)sulfonyl)benzonitrile